9-isopropyl-6-methyl-N-(1-(methylsulfonyl)piperidin-4-yl)isoxazolo[5,4-h]quinazolin-2-amine C(C)(C)C1=NOC2=C(C=C3C=NC(=NC3=C21)NC2CCN(CC2)S(=O)(=O)C)C